C=1N=CN2C1C1=CC=CC=C1C2C2C(CNCC2)O 4-[5H-imidazo[4,3-a]isoindol-5-yl]piperidin-3-ol